C1(CC1)C1=CC=2C(=NC=CC2C2=CC(NC(=C2)C2=C(C=CC=C2)C(F)(F)F)=O)N1 4-(2-cyclopropyl-1H-pyrrolo[2,3-b]pyridin-4-yl)-6-[2-(trifluoromethyl)phenyl]-1H-pyridin-2-one